(R)-1-(3-(Furan-3-yl)-1-(6-(3-methoxytetrahydrofuran-3-yl)-4-methylpyridin-2-yl)-1H-pyrazolo[4,3-c]pyridine-6-yl)urea O1C=C(C=C1)C1=NN(C2=C1C=NC(=C2)NC(=O)N)C2=NC(=CC(=C2)C)[C@]2(COCC2)OC